2-(1-Methyl-1H-pyrazol-4-yl)-7-(trifluoromethyl)[1,2,4]triazolo[1,5-c]quinazolin-5(6H)-one CN1N=CC(=C1)C1=NN2C(NC=3C(=CC=CC3C2=N1)C(F)(F)F)=O